5-mercapto-2,4-dimethylphenyl-diethylamine formate C(=O)O.SC=1C(=CC(=C(C1)N(CC)CC)C)C